The molecule is the 1-phospho derivative of alpha-D-ribose. It has a role as an Escherichia coli metabolite. It derives from an alpha-D-ribose. It is a conjugate acid of an alpha-D-ribose 1-phosphate(2-). C([C@@H]1[C@H]([C@H]([C@H](O1)OP(=O)(O)O)O)O)O